N-(3-(amino(2-oxopyrrolidin-3-yl)methyl)-4-fluorophenyl)-4-cyclopropyl-2-(4-fluoro-2-methylphenoxy)-5-(trifluoromethyl)benzamide (R)-tert-butyl-(3-carbamoylbut-3-en-2-yl)carbamate C(C)(C)(C)N(C(O)=O)[C@H](C)C(=C)C(N)=O.NC(C=1C=C(C=CC1F)NC(C1=C(C=C(C(=C1)C(F)(F)F)C1CC1)OC1=C(C=C(C=C1)F)C)=O)C1C(NCC1)=O